C(CCCCCCCCC=CC)[Si](OC)(OC)OC 10-dodecenyl-trimethoxysilane